3-((6-(4-(((4-cyclohexylpyrimidin-2-yl)amino)methyl)-3-methylisoxazol-5-yl)-2-methyl-pyridin-3-yl)carbamoyl)-2,2-difluorocyclopropane-1-carboxylic acid C1(CCCCC1)C1=NC(=NC=C1)NCC=1C(=NOC1C1=CC=C(C(=N1)C)NC(=O)C1C(C1C(=O)O)(F)F)C